[2-[(6Ar,10aR)-1-hydroxy-6,6,9-trimethyl-6a,7,10,10a-tetrahydrobenzo[c]chromen-3-yl]-2-methylpropyl] nitrate [N+](=O)(OCC(C)(C)C1=CC(=C2[C@H]3[C@H](C(OC2=C1)(C)C)CC=C(C3)C)O)[O-]